2-((6-chloro-2-methylpyrimidin-4-yl)amino)-N-(2-ethyl-4-methylpyridin-3-yl)thiazole-5-carboxamide ClC1=CC(=NC(=N1)C)NC=1SC(=CN1)C(=O)NC=1C(=NC=CC1C)CC